ClC1=CC(=CC=2[C@H](N(CCOC21)CC2=CC(NC=C2)=O)C)N2C=CC1=CC(=CC=C21)F 4-{[(5R)-9-chloro-7-(5-fluoroindol-1-yl)-5-methyl-3,5-dihydro-2H-1,4-benzoxazepin-4-yl]methyl}-1H-pyridin-2-one